2-(6-(5-chloro-1-((5-phenylthiophen-2-yl)methyl)-1H-indazol-7-carboxamido)spiro[3.3]hept-2-yl)acetic acid ClC=1C=C2C=NN(C2=C(C1)C(=O)NC1CC2(CC(C2)CC(=O)O)C1)CC=1SC(=CC1)C1=CC=CC=C1